Methyl ((S)-2-((2S,4R)-2-(((S)-1-(cyclopropylamino)-6,6-difluoro-1,2-dioxoheptan-3-yl)carbamoyl)-4-(trifluoromethyl)piperidin-1-yl)-2-oxo-1-phenylethyl)carbamate C1(CC1)NC(C([C@H](CCC(C)(F)F)NC(=O)[C@H]1N(CC[C@H](C1)C(F)(F)F)C([C@H](C1=CC=CC=C1)NC(OC)=O)=O)=O)=O